(R)-2-methyl-N-(1-(3-nitro-5-(trifluoromethyl)phenyl)ethyl)-6-(pyridin-4-yl)-7-(pyrrolidin-1-yl)pyrido[2,3-d]pyrimidin-4-amine CC=1N=C(C2=C(N1)N=C(C(=C2)C2=CC=NC=C2)N2CCCC2)N[C@H](C)C2=CC(=CC(=C2)C(F)(F)F)[N+](=O)[O-]